O1[C@H](COC2=C1C=CC=C2)C2=CC=C(CN1CCC(CC1)CC1=C(C(=O)O)C=CC=C1)C=C2 (1-{4-[(2S)-2,3-dihydro-1,4-benzodioxin-2-yl]benzyl}piperidin-4-yl-methyl)benzoic acid